C(C)(C)N1CC2(CN(C2)CC2=CC=C(C=C2)C=2C=C(C3=C(N(C(=N3)C3=CC=C(C=C3)S(=O)(=O)C)C)C2)C)C1 6-(4-((6-isopropyl-2,6-diazaspiro[3.3]hept-2-yl)methyl)phenyl)-1,4-dimethyl-2-(4-(methylsulfonyl)phenyl)-1H-benzo[d]imidazole